FC(OC1=CC(=NN1)NC1=NC(=CN=C1)OC1CCNCCC1C)F N-(5-(difluoromethoxy)-1H-pyrazol-3-yl)-6-((5-methylazepan-4-yl)oxy)pyrazin-2-amine